COC(=O)C=1SC=C(N1)C 4-methyl-thiazole-2-carboxylic acid methyl ester